(2-amino-4,5,7,8-tetrahydrothieno[2,3-d]oxepin-3-yl)(2,6-difluorophenyl)-methanone NC1=C(C2=C(CCOCC2)S1)C(=O)C1=C(C=CC=C1F)F